2-chlorobenzohydrazide ClC1=C(C(=O)NN)C=CC=C1